C1(CC1)C1=C(C=C2CC(C=3C(=C(C(NC3C2=N1)=O)C(=O)O)O)C(C)C)OCCCOC 9-cyclopropyl-4-hydroxy-5-isopropyl-8-(3-methoxypropoxy)-2-oxo-1,2,5,6-tetrahydro-1,10-phenanthroline-3-carboxylic acid